methyldiethanolamine-N-oxide C[N+](CCO)(CCO)[O-]